N=1ON=C2C1C=CC(=C2)COC2=C(CN1[C@H](C[C@H](C1)O)C(=O)O)C=C(C(=C2)OCC=2C(=C(C=CC2)C2=CC=CC=C2)Br)Cl (2R,4R)-1-(2-(benzo[c][1,2,5]oxadiazol-5-ylmethoxy)-5-chloro-4-((2-bromo-[1,1'-biphenyl]-3-yl)methoxy)benzyl)-4-hydroxyproline